2,10-dimethoxydibenzo[c,e]oxepine-5(7H)-thione COC1=CC2=C(C(OCC3=C2C=C(C=C3)OC)=S)C=C1